C(C)(C)(C)N=S(=O)(C)C1=CC=C(C=C1)NC([C@H](CC1=CC=CC=C1)NC(OCC1C2=CC=CC=C2C=2C=CC=CC12)=O)=O (9H-fluoren-9-yl)methyl ((2S)-1-((4-(N-(tert-butyl)-S-methylsulfonimidoyl)phenyl)amino)-1-oxo-3-phenylpropan-2-yl)carbamate